7-chloro-4-(8-fluoro-3-quinolyl)-2,2,8-trimethyl-1,3-benzothiazine ClC1=C(C2=C(C(=NC(S2)(C)C)C=2C=NC3=C(C=CC=C3C2)F)C=C1)C